ClC1=C(C=2N=C(N=C3C2C(=N1)OCCC(N3C)C)S(=O)C)F 5-chloro-4-fluoro-10,11-dimethyl-2-(methylsulfinyl)-8,9,10,11-tetrahydro-7-oxa-1,3,6,11-tetraazacycloocta[de]naphthalene